di(2-ethylhexyl) 1-(N,N'-di(2-ethylhexyl) amino)-1-methylethylphosphonate C(C)C(CN(CC(CCCC)CC)C(C)(C)P(OCC(CCCC)CC)(OCC(CCCC)CC)=O)CCCC